tert-Butyl (S)-3-(1-([1,1'-biphenyl]-3-yl)-2-oxo-1,2-dihydro-3H-imidazo[4,5-b]pyridin-3-yl)pyrrolidine-1-carboxylate C1(=CC(=CC=C1)N1C(N(C2=NC=CC=C21)[C@@H]2CN(CC2)C(=O)OC(C)(C)C)=O)C2=CC=CC=C2